C=1(C(=CC=C2C(C3=CC=CC=C3C(C12)=O)=O)N)N Anthraquinonediamine